CN1CCN(CC1)CCOC=1C=NC(=NC1)NC1CCC(CC1)OC1=C2C=C(C=NC2=CC(=N1)N1CCOCC1)NS(=O)(=O)C N-[5-[4-[[5-[2-(4-methylpiperazin-1-yl)ethoxy]pyrimidin-2-yl]amino]cyclohexoxy]-7-morpholino-1,6-naphthyridin-3-yl]methanesulfonamide